C[C@@H]1[C@H]2[C@@H]([C@H]3[C@@H](C(=O)C(=C([C@]3(C(=O)C2=C(C4=C1C=CC=C4O)O)O)O)C(=O)N)N(C)C)O The molecule is tetracycline in which the 5beta-hydrogen is replaced by a hydroxy group, while the 6alpha-hydroxy group is replaced by hydrogen. A semi-synthetic tetracycline antibiotic, it is used to inhibit bacterial protein synthesis and treat non-gonococcal urethritis and cervicitis, exacerbations of bronchitis in patients with chronic obstructive pulmonary disease (COPD), and adult periodontitis. It has a role as an antibacterial drug and an antimalarial.